3-(3-(3-((tert-butyldimethylsilyl)oxy)propoxy)-4-nitro-1H-pyrazol-1-yl)-2-meth-oxypyridine [Si](C)(C)(C(C)(C)C)OCCCOC1=NN(C=C1[N+](=O)[O-])C=1C(=NC=CC1)OC